Cl.NC1CCC(CC1)CN1N=CC=2C1=NC(=NC2)NC2=CC=C(C=C2)S(=O)(=O)C 1-(((1S,4S)-4-aminocyclohexyl)methyl)-N-(4-(methylsulfonyl)phenyl)-1H-pyrazolo[3,4-d]pyrimidin-6-amine hydrochloride